O1C=CC2=C1C=CC(=C2)C=2C=CC(=C(C2)NC2=NC=NC1=CC(=C(C=C21)OC2CCN(CC2)C(C=C)=O)OC)OC 1-(4-((4-((5-(benzofuran-5-yl)-2-methoxyphenyl)amino)-7-methoxyquinazolin-6-yl)oxy)piperidin-1-yl)prop-2-en-1-one